(S)-3-hydroxypiperidine O[C@@H]1CNCCC1